O1C2=C(N=CC1)N=CC=N2 2H-pyrazino[2,3-b][1,4]Oxazine